NC=1C(=CC=NC1)C1=C(C#N)C=C(C=C1)F (5-aminopyridin-4-yl)-5-fluorobenzonitrile